9-decenol C(CCCCCCCC=C)O